F[C@](C=1C=C(C=CC1)N1C(C2=CC(=CC(=C2C1)C(F)(F)F)CNC1(CCC1)C)=O)(C1=CC=CC=C1)C1=NN=CN1C (S)-2-(3-(fluoro(4-methyl-4H-1,2,4-triazol-3-yl)(phenyl)methyl)phenyl)-6-(((1-methylcyclobutyl)amino)methyl)-4-(trifluoro-methyl)isoindolin-1-one